bromo-N,N-bis(4-methoxybenzyl)-2-((tetrahydrofuran-3-yl)methoxy)imidazo[2,1-f][1,2,4]triazin-4-amine BrC=1N=C2C(=NC(=NN2C1)OCC1COCC1)N(CC1=CC=C(C=C1)OC)CC1=CC=C(C=C1)OC